[3-[2-[bis(prop-2-enyl)amino]ethyl]-1H-indol-4-yl] acetate C(C)(=O)OC1=C2C(=CNC2=CC=C1)CCN(CC=C)CC=C